5-fluoro-N6-[3-fluoro-4-(trifluoromethyl)phenyl]-1H-pyrazolo[3,4-b]pyridine-3,6-diamine FC=1C=C2C(=NC1NC1=CC(=C(C=C1)C(F)(F)F)F)NN=C2N